(S)- and (R)-N-methyl-4-(2-((2-(6-(1-methyl-1H-pyrazol-4-yl)-1H-indol-3-yl)-2-oxo-1-phenylethyl)amino)ethyl)benzamide CNC(C1=CC=C(C=C1)CCN[C@H](C(=O)C1=CNC2=CC(=CC=C12)C=1C=NN(C1)C)C1=CC=CC=C1)=O |r|